2-butyl-2,3-dihydro-thieno[3,4-b][1,4]dioxin C(CCC)C1COC=2C(O1)=CSC2